C(C)(C)OC1=C2CCN(C2=CC=C1)C(=O)[C@H]1N(CCC1)C#N (S)-2-(4-isopropoxyindoline-1-carbonyl)pyrrolidine-1-carbonitrile